COC(C(C)(C)C1=CC=C(C(=O)O)C=C1)=O 4-(1-methoxy-2-methyl-1-oxoprop-2-yl)benzoic acid